C1(CCC1)C1=CC=2N(C=C1)C(=CN2)C2=CC(=C(C(=O)NC1CC1)C(=C2)OC)OC(F)F 4-(7-Cyclobutylimidazo[1,2-a]pyridin-3-yl)-N-cyclopropyl-2-(difluoromethoxy)-6-methoxy-benzamide